C1(CC1)C=1N=CC2=C3C(=CC(=C2C1)S(NCC(C)C)(=O)=O)CCC3NC(=S)NCC 1-[3-cyclopropyl-5-(2-methylpropylsulfamoyl)-8,9-dihydro-7H-cyclopenta[H]isoquinolin-9-yl]-3-ethylthiourea